C(C)(C)(C)OC(N(C)C=1C=C(C(=C2C3=C(NC12)N=C(N=C3S(=O)(=O)C)S(=O)(=O)C)F)F)=O (5,6-difluoro-2,4-bis(methylsulfonyl)-9H-pyrimido[4,5-b]indol-8-yl)(methyl)carbamic acid tert-butyl ester